4-amino-3-(2-sulfoethoxy)benzoic acid NC1=C(C=C(C(=O)O)C=C1)OCCS(=O)(=O)O